3-(5-cyclopropyl-4-(1H-imidazol-4-yl)isoxazol-3-yl)-1-isopropyl-1H-pyrazolo[4,3-c]pyridin-4-amine C1(CC1)C1=C(C(=NO1)C1=NN(C2=C1C(=NC=C2)N)C(C)C)C=2N=CNC2